S1C=C(C=C1)CC(C)O 1-(thien-3-yl)propan-2-ol